CN1[C@@H](C(C1)OC=1C(=CC(=NC1)C)C1=CC=2N(C=C1)N=C(C2)NC(=O)C2CC2)C R-N-[5-[5-(1,2-dimethylazetidin-3-yl)oxy-2-methyl-4-pyridyl]pyrazolo[1,5-a]pyridin-2-yl]cyclopropanecarboxamide